2-(3-(7-chloro-2-oxo-6-(4-(pyridin-3-yl)phenyl)-1,2-dihydroquinolin-3-yl)phenyl)acetic acid ClC1=C(C=C2C=C(C(NC2=C1)=O)C=1C=C(C=CC1)CC(=O)O)C1=CC=C(C=C1)C=1C=NC=CC1